C12(CC3CC(CC(C1)C3)C2)CC(=O)NCCC2=CC(=CC=C2)C2=NC=3N(C(=C2)N2CCNCC2)N=C(C3C3=CC=CC=C3)C 2-((3r,5r,7r)-Adamantan-1-yl)-N-(3-(2-methyl-3-phenyl-7-(piperazin-1-yl)-pyrazolo[1,5-a]pyrimidin-5-yl)phenethyl)acetamide